oxo-N-[rel-(3R)-4-amino-3-methyl-1,3-dihydrofuro[3,4-c]pyridin-7-yl]-2-[rac-(2R,5S)-5-methyl-2-phenyl-1-piperidyl]acetamide O=C(C(=O)NC=1C2=C(C(=NC1)N)[C@H](OC2)C)N2[C@H](CC[C@@H](C2)C)C2=CC=CC=C2 |o1:12,&1:17,20|